ClC1=NN2C=3CCCN(C3C=NC2=C1)C1=CC=C(C=N1)[C@@H](C(F)(F)F)N([S@](=O)C(C)(C)C)C (R)-N-[(1S)-1-(6-{4-chloro-2,3,7,10-tetraazatricyclo[7.4.0.02,6]trideca-1(9),3,5,7-tetraen-10-yl}pyridin-3-yl)-2,2,2-trifluoroethyl]-N,2-dimethylpropane-2-sulfinamide